N1NCC(=C1)C(=O)N 2,3-dihydro-1H-pyrazole-4-carboxamide